benzyl N-[(3S)-3-[3-[6-(hydroxymethyl)pyrazin-2-yl]-1-tetrahydropyran-2-yl-indazol-5-yl]oxybutyl]carbamate OCC1=CN=CC(=N1)C1=NN(C2=CC=C(C=C12)O[C@H](CCNC(OCC1=CC=CC=C1)=O)C)C1OCCCC1